BrC=1C=C(C=CC1)OC1=C(C=C(C=C1)/C=C/C(=O)NC1(CCCCC1)C(=O)O)OC (E)-1-(3-(4-((3-bromophenyl)oxy)-3-methoxyphenyl)acrylamido)cyclohexane-1-carboxylic acid